tert-butyl (2-((2-amino-8-(chlorosulfonyl)-N-propyl-3H-benzo[b]azepine-4-carboxamido)oxy)ethyl)carbamate NC=1CC(=CC2=C(N1)C=C(C=C2)S(=O)(=O)Cl)C(=O)N(CCC)OCCNC(OC(C)(C)C)=O